dioxoadrenaline O=C(NC=O)C(O)C1=CC(O)=C(O)C=C1